C(=O)O.N12CCC(CC1)CC2.N21CCC(CC2)CC1 diquinuclidine formate